ClC=1C=CC2=C([C@@H](C[C@@H](O2)C(=O)NC23CC(C2)(C3)C3=NN(C=C3)CCCOC(F)(F)F)O)C1 (2R,4R)-6-chloro-4-hydroxy-N-(3-{1-[3-(trifluoromethoxy)propyl]-1H-pyrazol-3-yl}bicyclo[1.1.1]pentan-1-yl)-3,4-dihydro-2H-1-benzopyran-2-carboxamide